FC1=NC2=CC=CC=C2C=C1B(O)O (2-fluoro-3-quinolinyl)boronic acid